[O-]O.C1(CCC(CC1)C(C)C)C menthane hydroperoxide